4'-hydroxy-3'-iodo-5'-methoxyacetophenone OC1=C(C=C(C=C1OC)C(C)=O)I